potassium L-gluconate O=C([C@@H](O)[C@H](O)[C@@H](O)[C@@H](O)CO)[O-].[K+]